tetraethoxyzirconium C(C)O[Zr](OCC)(OCC)OCC